C1(CC1)CN1C=C(C=CC1=O)S(=O)(=O)N(CC1=CC=C(C=C1)OC)CC1=CC=C(C=C1)OC 1-(cyclopropylmethyl)-N,N-bis[(4-methoxyphenyl)methyl]-6-oxo-1,6-dihydropyridine-3-sulfonamide